O=C1[C@H](N2CCC1CC2)COP(=O)(OC2=CC=CC=C2)N[C@@H](C)C(=O)OCC2=CC=CC=C2 benzyl ((((R)-3-oxoquinuclidin-2-yl)methoxy)(phenoxy)phosphoryl)-L-alaninate